(S)-N-(7-(3-hydroxy-3-methylbut-1-yn-1-yl)-5-methyl-4-oxo-2,3,4,5-tetrahydrobenzo[b][1,4]oxazepin-3-yl)-4-(pyrimidin-2-ylmethyl)-1H-pyrazole-1-carboxamide OC(C#CC1=CC2=C(OC[C@@H](C(N2C)=O)NC(=O)N2N=CC(=C2)CC2=NC=CC=N2)C=C1)(C)C